COC1CCN(CC1)C(CC1=NC=2C(=C3C(=NC2)NC=C3)N1C1CCC(CC1)CC#N)=O 2-((1r,4r)-4-(2-(2-(4-methoxypiperidin-1-yl)-2-oxoethyl)imidazo[4,5-d]Pyrrolo[2,3-b]Pyridin-1(6H)-yl)cyclohexyl)acetonitrile